[Se].[Pb] Lead-Selenium